(S)-2-((6-(2-(2-Acryloyl-2,5,8-triazaspiro[3.5]nonan-8-yl)ethyl)-1,7-dimethyl-2-oxo-1,2,3,4,5,6-hexahydrobenzo[b][1,4]diazocin-3-yl)amino)-6-methyl-4-(trifluoromethyl)nicotinonitril C(C=C)(=O)N1CC2(C1)NCCN(C2)CCN2C1=C(N(C([C@H](CC2)NC2=C(C#N)C(=CC(=N2)C)C(F)(F)F)=O)C)C=CC=C1C